O=C1NC(CCC1N1CC=2C(C1=O)=CSC2COC2=CC=C(CNC(OC(C)(C)C)=O)C=C2)=O tert-butyl 4-((5-(2,6-dioxopiperidin-3-yl)-4-oxo-5,6-dihydro-4H-thieno[3,4-c]pyrrol-1-yl)methoxy)-benzylcarbamate